1-methylene-8-nitro-1,2,3,5,6,7-hexahydro-s-indacene C=C1CCC2=CC=3CCCC3C(=C12)[N+](=O)[O-]